5-(2,5-dimethylphenylsulfonamido)-2-methylnaphtho[1,2-b]furan-3-carboxylic acid 2-methoxyethyl ester COCCOC(=O)C=1C2=C(OC1C)C1=CC=CC=C1C(=C2)NS(=O)(=O)C2=C(C=CC(=C2)C)C